COC1=CC=C(C(C2=CC=C(C=C2)OC)(C2=CC=CC=C2)[C@@]2(C[C@H](O)[C@@H](CO)O2)N2C=NC=3C(N)=NC=NC23)C=C1 (4,4'-dimethoxytrityl)-2'-deoxyadenosine